C(C)(C)(C)OC(=O)N(C1=CC(=C(C=C1)C(=O)OC)OC)CC1CCN(CC1)C(=O)OC(C)(C)C tert-Butyl 4-[(N-tert-butoxycarbonyl-3-methoxy-4-methoxycarbonyl-anilino)methyl]piperidine-1-carboxylate